5-(3-(2-(1H-indazol-7-yl)ethynyl)phenoxy)-1H-1,2,3-triazole-4-carboxylic acid N1N=CC2=CC=CC(=C12)C#CC=1C=C(OC2=C(N=NN2)C(=O)O)C=CC1